copper diethylaminodithioformate C(C)N(CC)C(=S)[S-].[Cu+2].C(C)N(CC)C(=S)[S-]